4-(2-hydroxy-7-(o-tolyl)naphthalen-1-yl)-3-(5-methylpyridin-2-yl)-1H-isochromen-1-one OC1=C(C2=CC(=CC=C2C=C1)C1=C(C=CC=C1)C)C1=C(OC(C2=CC=CC=C12)=O)C1=NC=C(C=C1)C